2-cyclopropoxy-3,4,5,6-tetrafluoro-N-(3-fluoro-4-(prop-2-yn-1-yloxy)phenyl)-N-(prop-2-yn-1-yl)benzenesulfonamide C1(CC1)OC1=C(C(=C(C(=C1F)F)F)F)S(=O)(=O)N(CC#C)C1=CC(=C(C=C1)OCC#C)F